(2'S,7r)-2'-methyl-2-(trifluoromethyl)spiro[4,5-dihydrothieno[2,3-C]pyran-7,4'-piperidine]-1'-carboxylic acid tert-butyl ester C(C)(C)(C)OC(=O)N1[C@H](C[C@@]2(CC1)OCCC1=C2SC(=C1)C(F)(F)F)C